FC(C(=O)C1=C(C(=C(C(=C1F)F)F)F)F)(F)F 2,2,2-Trifluoro-1-(perfluorophenyl)ethan-1-on